4-((6-(trifluoromethyl)pyridin-3-yl)methyl)-1H-pyrrole-2-carboxamide FC(C1=CC=C(C=N1)CC=1C=C(NC1)C(=O)N)(F)F